7-bromo-1-methyl-2,3-dioxo-1,2,3,4-tetrahydroquinoxaline-6-carboxylic acid ethyl ester C(C)OC(=O)C=1C=C2NC(C(N(C2=CC1Br)C)=O)=O